CC=1C=CC2=C(C(=NO2)N2C(C3=C(C(=C2)C(=O)O)SC=C3)=O)C1 5-(5-Methylbenzo[d]isoxazol-3-yl)-4-oxo-4,5-dihydrothieno[3,2-c]pyridine-7-carboxylic acid